CN(CCCC1=CC=C(C=C1)C=1OC=2C3=C(C=CC2C(C1)=O)OC(O3)(C3=CC=CC=C3)C3=CC=CC=C3)CCN3CCCCC3 8-(4-(3-(methyl(2-(piperidin-1-yl)ethyl)amino)propyl)phenyl)-2,2-diphenyl-6H-[1,3]dioxolo[4,5-h]chromen-6-one